6-methyl-5,7-dihydro-4H-benzothiophene-2-carboxylic acid CC1CC2=C(C=C(S2)C(=O)O)CC1